C1(=CC(=CC2=CC=CC=C12)S(=O)(=O)O)S(=O)(=O)O.FC1(CN(C1)C=1C=C(C=C(C1)N1N=C(C2=CC=CC=C12)C1=CC=C(C=C1)C(F)(F)F)NC(C=C)=O)F N-(3-(3,3-difluoroazetidin-1-yl)-5-(3-(4-(trifluoromethyl)phenyl)-1H-indazol-1-yl)phenyl)acrylamide 1,3-naphthalenedisulfonat